C1(CCCCC1)CNCCN (E)-cyclohexylmethyl-1,2-ethylenediamine